O1C(=NC2=C1C=CC=C2)NC2=NC1=C(N2C)C=CC(=C1)C(=O)NOCCNC(CN(C)C)=O 2-(benzo[d]oxazol-2-ylamino)-N-(2-(2-(dimethylamino)acetamido)ethoxy)-1-methyl-1H-benzo[d]imidazole-5-carboxamide